N-(3-methoxy-4-trifluoromethyl-1H-pyrazol-5-yl)-N-methyl-2-thiazolamine COC1=NNC(=C1C(F)(F)F)N(C=1SC=CN1)C